Cl.Cl.CC1(CCC(CC1)O)C 4,4-dimethylcyclohexan-1-ol dihydrochloride